2-(3-Fluoro-4-(6-(3-methylbenzyloxy)pyridin-2-yl)benzyl)-1-((tetrahydrofuran-2-yl)methyl)-1H-benzo[d]imidazole-6-carboxylic acid FC=1C=C(CC2=NC3=C(N2CC2OCCC2)C=C(C=C3)C(=O)O)C=CC1C1=NC(=CC=C1)OCC1=CC(=CC=C1)C